Bis(3-methyldiethoxysilylpropyl)tetrasulfane C[Si](CCCSSSSCCC[Si](C)(OCC)OCC)(OCC)OCC